Cl.N[C@H](C(=O)NC1=CC=C(C=C1)C=1C(=NN(C1C)CC1=CC=C(C=C1)OC)C)C1CCC(CC1)C (S)-2-amino-N-(4-(1-(4-methoxybenzyl)-3,5-dimethyl-1H-pyrazol-4-yl)phenyl)-2-((1r,4S)-4-methylcyclohexyl)acetamide hydrochloride